tert-butyl (2R,4R)-1-(3-chloro-2-fluorobenzyl)-4-((6-chloro-4-cyano-5-fluoropyridin-2-yl) methyl)-2-methylpiperidine-4-carboxylate ClC=1C(=C(CN2[C@@H](C[C@@](CC2)(C(=O)OC(C)(C)C)CC2=NC(=C(C(=C2)C#N)F)Cl)C)C=CC1)F